2-(3-fluoro-7-(2,2,6,6-tetramethyl-1,2,3,6-tetrahydropyridin-4-yl)imidazo[1,2-a]pyrimidin-2-yl)-5-(2H-1,2,3-triazol-2-yl)phenol formate C(=O)OC1=C(C=CC(=C1)N1N=CC=N1)C=1N=C2N(C=CC(=N2)C=2CC(NC(C2)(C)C)(C)C)C1F